3,4-difluorooxabicyclo[2.1.1]hexane FC1OC2CC1(C2)F